F[C@@H]1CN(CC[C@H]1NC1=CC=CC2=C1S(C=C2CC(F)(F)F)=O)C 7-(((3R,4R)-3-fluoro-1-methylpiperidin-4-yl)amino)-1-oxido-3-(2,2,2-trifluoroethyl)benzo[b]thiophen